FC(C(CN1N=CC(=N1)C(=O)O)C)(F)F 2-(3,3,3-Trifluoro-2-methylpropyl)-2H-1,2,3-triazole-4-carboxylic acid